C(C)OC(CC(CC1=NC=C(C=C1)F)=O)=O 4-(5-fluoropyridin-2-yl)-3-oxobutanoic acid ethyl ester